C(#N)C1CN(C1)[C@@H]1C[C@@H](N(CC1)CC1=C2C=CNC2=C(C=C1OC)C)C1=CC=C(C(=O)O)C=C1 4-((2r,4s)-4-(3-cyanoazetidin-1-yl)-1-((5-methoxy-7-methyl-1H-indol-4-yl)methyl)piperidin-2-yl)benzoic acid